N1=C(C=CC=C1)CNCC1=CC=C(C=C1)CNC=1C=CC=C2C=CC=NC12 N-(2-pyridinylmethyl)-N'-(8-quinolinyl)-1,4-benzenedimethanamine